1-(tert-butyl)-3-chloro-4-(3-(trifluoromethyl)phenoxy)-1H-pyrazole-5-carbaldehyde C(C)(C)(C)N1N=C(C(=C1C=O)OC1=CC(=CC=C1)C(F)(F)F)Cl